Isopropyl 2-((5-acrylamido-4-((2-(dimethylamino)ethyl)(methyl)amino)-2-methoxyphenyl)-amino)-4-(bicyclo[1.1.1]pentan-1-ylamino)pyrimidine-5-carboxylate C(C=C)(=O)NC=1C(=CC(=C(C1)NC1=NC=C(C(=N1)NC12CC(C1)C2)C(=O)OC(C)C)OC)N(C)CCN(C)C